C1=CC=C(C=C1)[As+](C2=CC=CC=C2)(C3=CC=CC=C3)C4=CC(=C(C=C4)O)O The molecule is an arsonium ion consisting of tetraphenylarsonium having two hydroxy groups at positions 3 and 4 on one of the phenyl rings. It is a polyatomic cation and an arsonium ion. It derives from a hydride of a tetraphenylarsonium.